C(C)(C)(C)C1=CC=CC=2C3=C(OC21)C(=CC=C3)C3(CC=CC=C3)C3=C(C=2C=CC1=CC=C(C=4C=CC(=C3)C2C41)N(C)C4=CC=CC1=C4OC4=C1C=CC=C4C(C)(C)C)NC 1,N6-bis(6-(tert-butyl)dibenzo[b,d]furan-4-yl)-N1,N6-dimethyl-phenyl-pyrene-1,6-diamine